C(C=C=C=C=C=C=CCCCC)(=O)OC[C@@H](OC(C=C=C=C=C=C=CCCCC)=O)COP(=O)(O)OCCN 1,2-di-dodecahexaenoyl-sn-glycero-3-phosphoethanolamine